FC1=C(OC2=CC=C(C=C2)OB(O)O)C=CC=C1 (4-(2-fluorophenoxy)phenyl)boric acid